(R)-1-[4-(trifluoromethoxy)phenyl]ethyl 4-[7-(1-methyl-1H-pyrazol-4-yl)imidazo[1,2-b]pyridazin-3-yl]piperazine-1-carboxylate CN1N=CC(=C1)C1=CC=2N(N=C1)C(=CN2)N2CCN(CC2)C(=O)O[C@H](C)C2=CC=C(C=C2)OC(F)(F)F